C(CCCC)OCOCCCC(CC(C)[Mg]Cl)C 6-pentoxymethoxy-1,3-dimethylhexylmagnesium chloride